C1(CCC1)CN(C(OC(C)(C)C)=O)[C@H]1CN(CCC1)C1=CC(N(C=C1)C(C)N1N=NC(=C1)C=1C=NC=C(C1)N1CCCCC1)=O tert-butyl (cyclobutylmethyl)((3R)-1-(2-oxo-1-(1-(4-(5-(piperidin-1-yl)pyridin-3-yl)-1H-1,2,3-triazol-1-yl)ethyl)-1,2-dihydropyridin-4-yl)piperidin-3-yl)carbamate